1,4-butanedicarboxylate C(CCCC(=O)[O-])C(=O)[O-]